3-(6-(2-carbamoyl-6-(trifluoromethoxy)-1H-indol-1-yl)pyridin-2-yl)-3-methylbutanoic acid C(N)(=O)C=1N(C2=CC(=CC=C2C1)OC(F)(F)F)C1=CC=CC(=N1)C(CC(=O)O)(C)C